FC1=C(C=CC(=C1)C(F)(F)F)CC(C)C (S)-1-(2-fluoro-4-(trifluoromethyl)phenyl)-2-methylpropan